FC=1C=NC=CC1S(=O)(=N[Si](C)(C)C)CP(OCC)(OCC)=O Diethyl ((3-fluoro-N-(trimethylsilyl)pyridine-4-sulfonimidoyl)methyl)phosphonate